7-methoxy-N-{[(3S)-oxolan-3-yl]methyl}-6-[3-(pyrrolidin-1-yl)propoxy]-1H,2H,3H-cyclopenta[b]quinolin-9-amine COC1=CC=2C(=C3C(=NC2C=C1OCCCN1CCCC1)CCC3)NC[C@H]3COCC3